N'-[3,5-bis(trifluoromethyl)phenyl]urea FC(C=1C=C(C=C(C1)C(F)(F)F)NC(N)=O)(F)F